3-methyl-N-(2-(3-(trifluoromethyl)phenyl)pyridin-3-yl)benzamide CC=1C=C(C(=O)NC=2C(=NC=CC2)C2=CC(=CC=C2)C(F)(F)F)C=CC1